tert-butyl-4-(2-chloro-5-methoxy-[1,1'-biphenyl]-4-carbonyl)piperazine C(C)(C)(C)N1CCN(CC1)C(=O)C1=CC(=C(C=C1OC)C1=CC=CC=C1)Cl